1-(4-(4-Benzyl-6,7-dichlorophthalazin-1-yl)piperazin-1-yl)prop-2-en-1-one tert-butyl-(R)-(2-((4-(tert-butyl)-3,5-difluorophenyl)amino)-1-(1-methyl-1H-indazol-5-yl)-2-oxoethyl)carbamate C(C)(C)(C)N(C(O)=O)[C@@H](C(=O)NC1=CC(=C(C(=C1)F)C(C)(C)C)F)C=1C=C2C=NN(C2=CC1)C.C(C1=CC=CC=C1)C1=NN=C(C2=CC(=C(C=C12)Cl)Cl)N1CCN(CC1)C(C=C)=O